N-(4-bromo-2,5-difluorophenyl)-6-chloro-1-(3-hydroxypropyl)indole-3-sulfonamide BrC1=CC(=C(C=C1F)NS(=O)(=O)C1=CN(C2=CC(=CC=C12)Cl)CCCO)F